OC(C)(C)C=1C=C(OC1C)[S@@](=O)(N)=NC(NC1=C2CCC(C2=CC=2CCCC12)C)=O (R)-4-(2-hydroxypropan-2-yl)-5-methyl-N'-(1-methyl-1,2,3,5,6,7-hexahydros-indacen-4-ylcarbamoyl)-furan-2-sulfonimidamide